3-Bromo-5-hydroxybenzoic acid benzyl ester C(C1=CC=CC=C1)OC(C1=CC(=CC(=C1)O)Br)=O